C(C1=CC=CC=C1)N(C[C@H](O)C1=CC(=CC=C1)F)CC1CCC(CC1)NC(C)=O N-((1R,4r)-4-((Benzyl((R)-2-(3-fluorophenyl)-2-hydroxyethyl)amino)methyl)-cyclohexyl)acetamide